7-[4-[(4-methanesulfonylphenoxy)methyl]-2-methylpyrrolidin-1-yl]-5,6,7,8-tetrahydronaphthalene-2-carbonitrile CS(=O)(=O)C1=CC=C(OCC2CC(N(C2)C2CCC=3C=CC(=CC3C2)C#N)C)C=C1